sodium 5-[5-({cis-3-[(3-fluorophenoxy)methyl]cyclobutyl} oxy)pyrazin-2-yl]isoxazol-3-olate FC=1C=C(OC[C@H]2C[C@H](C2)OC=2N=CC(=NC2)C2=CC(=NO2)[O-])C=CC1.[Na+]